C(#N)C1=CC=C(C=C1)C1(CCN(CC1)C(=O)C=1C=CC(=C(C1)NC(=O)NC1COCC1)C)F 1-(5-(4-(4-cyanophenyl)-4-fluoropiperidine-1-carbonyl)-2-methylphenyl)-3-(tetrahydrofuran-3-yl)urea